5-(2-(4-((3,4-Dichloro-5-(trifluoromethoxy)benzyl)amino)butoxy)ethoxy)pyrido[4,3-c][1,8]naphthyridine-8-carboxylic acid ClC=1C=C(CNCCCCOCCOC2=NC=3N=C(C=CC3C3=C2C=CN=C3)C(=O)O)C=C(C1Cl)OC(F)(F)F